CC1=C(C(=O)C2=CC=CC=C2)C=CC(=C1)O methyl-4-hydroxybenzophenone